(S)-9-bromo-N-(2-cyano-4,4,4-trifluorobutan-2-yl)-8-methoxy-1-(thiophen-2-yl)-5,6-dihydroimidazo[5,1-a]isoquinoline-3-carboxamide BrC1=C(C=C2CCN3C(C2=C1)=C(N=C3C(=O)N[C@@](C)(CC(F)(F)F)C#N)C=3SC=CC3)OC